C(C)(C)(C)N1N=CC(=C1)C1=CN=C2N1CC(C2)C2=C(C=CC(=C2Cl)Cl)O (3-(1-(tert-butyl)-1H-pyrazol-4-yl)-6,7-dihydro-5H-pyrrolo[1,2-a]imidazol-6-yl)-3,4-dichlorophenol